O1[C@H](COCC1)CN1N=C2C3=C(CC4(C2=C1)CCC4)OC(=C3C(F)(F)F)C(=O)NCC3=NN(C=C3)C 2'-[(2S)-1,4-Dioxan-2-ylmethyl]-N-[(1-Methyl-1H-pyrazol-3-yl)methyl]-8'-(trifluoromethyl)-2',5'-dihydrospiro[cyclobutan-1,4'-furo[2,3-g]indazol]-7'-carboxamid